methyl (2R,4R)-4-((6-bromo-3-fluoropyridin-2-yl)methyl)-2-methylpiperidine-4-carboxylate trifluoroacetate FC(C(=O)O)(F)F.BrC1=CC=C(C(=N1)C[C@@]1(C[C@H](NCC1)C)C(=O)OC)F